C(C(C)C)C1=CC=C(C=C1)C(C)C1=CC=C(C=C1)CC(C)C 1,1-di(p-isobutylphenyl)ethane